ammonium hydroxide, ammonium salt [NH4+].[OH-].[NH4+].[OH-]